N-((3-chloro-4-fluorophenyl)(5-methyl-4-(methylsulfonyl)-1-((2-(trimethylsilyl)ethoxy)methyl)-1H-imidazol-2-yl)methyl)-3-cyclopropyl-5-fluoropyridin-2-amine ClC=1C=C(C=CC1F)C(NC1=NC=C(C=C1C1CC1)F)C=1N(C(=C(N1)S(=O)(=O)C)C)COCC[Si](C)(C)C